OC1=C(C(=CC(=C1C(=O)N(C1=CC=CC=C1)C)CCCCC)O)C1CCCC(=C1)C 2,6-dihydroxy-N,5'-dimethyl-4-pentyl-N-phenyl-1',2',3',4'-tetrahydro-[1,1'-biphenyl]-3-carboxamide